6-methylnaphthalene-1,3-diol CC=1C=C2C=C(C=C(C2=CC1)O)O